COC=1C=C2CN(C=3C4=C(C=CC3C2=CC1OC)C=C1C(=C4)OCO1)CCCN(C)C 3-(2,3-Dimethoxy-[1,3]dioxolo[4',5':4,5]benzo[1,2-c]phenanthridin-12(13H)-yl)-N,N-dimethylpropan-1-amine